[I-].CC(C(=O)OC[N+]1(CCC=C(C1)C1=NSN=C1OCCCCCC)C)(C)C [5-(4-hexyloxy-1,2,5-thiadiazol-3-yl)-1-methyl-3,6-dihydro-2H-pyridin-1-ium-1-yl]methyl 2,2-dimethylpropanoate iodide